tert-butyl 4-(4-amino-2-fluoro-phenyl)-2,3,6,7-tetrahydroazepine-1-carboxylate NC1=CC(=C(C=C1)C=1CCN(CCC1)C(=O)OC(C)(C)C)F